4-(((6-chloronaphthalen-2-yl)(methyl)amino)methyl)-1H-1,2,3-triazole-5-carboxylic acid 2,2,2-trifluoroacetate FC(C(=O)O)(F)F.ClC=1C=C2C=CC(=CC2=CC1)N(C)CC=1N=NNC1C(=O)O